FC1(CN(CC1)CC(=O)N1CCC(CC1)C=1C=C2C(=C(NC2=CC1)C1=CC(=NC(=C1)C)C)C(C)C)F 2-(3,3-difluoropyrrolidin-1-yl)-1-(4-(2-(2,6-dimethylpyridin-4-yl)-3-isopropyl-1H-indol-5-yl)piperidin-1-yl)ethan-1-one